CC1(CCCN=C1)C 5,5-dimethyl-2,3,4,5-tetrahydropyridine